C[C@@H]1O[C@@H](CN(C1)C1=NC=C(C(=C1)NC(C1=NC(=CC=C1)C=1C=NNC1)=O)C)C N-(2-((2S,6R)-2,6-dimethylmorpholino)-5-methylpyridin-4-yl)-6-(1H-pyrazol-4-yl)picolinamide